5-((1,2,4-thiadiazol-5-yl)amino)-6-(4-methoxyphenyl)-2,3-diphenylpyrazolo[1,5-a]pyrimidin-7(4H)-one S1N=CN=C1NC=1NC=2N(C(C1C1=CC=C(C=C1)OC)=O)N=C(C2C2=CC=CC=C2)C2=CC=CC=C2